C(C)OC(CN1CCN(CC1)CCCCCCCC1=NC=2C(=NC=CC2)N1C(=O)[O-])=O 2-(7-(4-(2-ethoxy-2-oxoethyl) piperazin-1-yl) heptyl)-3H-imidazo[4,5-b]pyridine-3-carboxylate